3-(3-(2-(2-(5-((4-chloro-6-fluoro-1H-indol-5-yl)oxy)-2-fluorophenyl)-1H-imidazol-4-yl)propan-2-yl)-2-fluorophenyl)propanoic acid ClC1=C2C=CNC2=CC(=C1OC=1C=CC(=C(C1)C=1NC=C(N1)C(C)(C)C=1C(=C(C=CC1)CCC(=O)O)F)F)F